4-chloro-6-(4-fluorophenyl)-5-iodopyrimidin-2-amine ClC1=NC(=NC(=C1I)C1=CC=C(C=C1)F)N